(2R,4R)-1-cyano-N-[2-[(4,4-difluorocyclohexyl)amino]-2-oxo-1-thiazol-5-yl-ethyl]-4-methoxy-N-[4-(pentafluoro-λ6-sulfanyl)phenyl]pyrrolidine-2-carboxamide C(#N)N1[C@H](C[C@H](C1)OC)C(=O)N(C1=CC=C(C=C1)S(F)(F)(F)(F)F)C(C(=O)NC1CCC(CC1)(F)F)C1=CN=CS1